CN(C(C)(C)C1CN(CCC1)C=1C=CC(=NC1)NC=1C=CC(=C2CNC(C12)=O)C1=CN=C2N1C=CC(=C2)F)C 7-((5-(3-(2-(dimethylamino)-propan-2-yl)piperidin-1-yl)pyridin-2-yl)amino)-4-(7-fluoroimidazo[1,2-a]pyridin-3-yl)isoindolin-1-one